N-((6-(4-(trifluoromethyl)phenyl)imidazo[1,2-a]pyrazin-8-yl)methyl)acrylamide FC(C1=CC=C(C=C1)C=1N=C(C=2N(C1)C=CN2)CNC(C=C)=O)(F)F